Dimethyl 2-(5,6-dimethoxythieno[3,2-b]pyridine-2-carbonyl)succinate COC1=C(C=C2C(=N1)C=C(S2)C(=O)C(C(=O)OC)CC(=O)OC)OC